(2R,5S)-5-(aminomethyl)-2-[3-(4-chlorophenyl)phenyl]-2-methyl-1,4-oxazepan-3-one NC[C@H]1NC([C@@](OCC1)(C)C1=CC(=CC=C1)C1=CC=C(C=C1)Cl)=O